FC(C=1N=CC(=NC1)NC=1C=C(C=CC1)C1C(NC(NC1=O)=O)=O)(F)F 5-[3-[[5-(trifluoromethyl)pyrazin-2-yl]amino]phenyl]hexahydropyrimidine-2,4,6-trione